2-chloro-4-[[2-(6-methylpyridin-2-yl)ethyl]amino]pyrimidin-5-carboxamide ClC1=NC=C(C(=N1)NCCC1=NC(=CC=C1)C)C(=O)N